FC(C=1C=CC(=NC1)N1CCN(CC1)C(=O)C=1C=C(CN2N=C3C(=CC=CC3=C2)C(=O)N)C=CC1)(F)F 2-(3-(4-(5-(trifluoromethyl)pyridin-2-yl)piperazine-1-carbonyl)benzyl)-2H-indazole-7-carboxamide